2-amino-5-(3-amino-7-(1H-pyrazol-4-yl)isoxazolo[4,5-c]pyridin-4-yl)-4-fluorobenzamide NC1=C(C(=O)N)C=C(C(=C1)F)C1=NC=C(C2=C1C(=NO2)N)C=2C=NNC2